(S)-N'-((2-(2-methoxypyridin-4-yl)-6-(trifluoromethyl)phenyl)carbamoyl)-6,6-dimethyl-6,7-dihydro-5H-pyrazolo[5,1-b][1,3]oxazine-3-sulfonimidamide COC1=NC=CC(=C1)C1=C(C(=CC=C1)C(F)(F)F)NC(=O)N=[S@@](=O)(N)C=1C=NN2C1OCC(C2)(C)C